COC=1C=C(OC(C(=O)OCCCCOC2=C(C=C(C=C2)/C=C/C(=O)O)OC)(C)C)C=C(C1)OC (E)-3-(4-(4-((2-(3,5-dimethoxyphenoxy)-2-methylpropanoyl)oxy)butoxy)-3-methoxyphenyl)acrylic acid